C12(C(=CC=C3C4=CC=CC=C4C=C13)C1=NN=NC=C1)C=CC=C1C3=CC=CC=C3C=C12 spirobifluorenyl-triazine